FC1=C(C=CC=C1)N1CCN(CC1)CCCN1C(NC2(C1=O)CCC(CC2)C2=CC=CC=C2)=O 3-(3-(4-(2-fluorophenyl)piperazin-1-yl)propyl)-8-phenyl-1,3-diazaspiro[4.5]decane-2,4-dione